NC1=NC=CC(=N1)C1=C(N=C(S1)C1=CC=C(C=C1)C1CCN(CC1)C(CC1CCN(CC1)C1=CC=C(C=C1)NC1C(NC(CC1)=O)=O)=O)C=1C(=C(C=CC1)C(CC)S(=O)(=O)N)F (3-(5-(2-aminopyrimidin-4-yl)-2-(4-(1-(2-(1-(4-((2,6-dioxopiperidin-3-yl)amino)phenyl)piperidin-4-yl)acetyl)piperidin-4-yl)phenyl)thiazol-4-yl)-2-fluorophenyl)propane-1-sulfonamide